ClC1=NC=C(C(=N1)Cl)CN1CC(N(CC1)C)=O 4-[(2,4-dichloropyrimidin-5-yl)methyl]-1-methylpiperazin-2-one